tert-Butyl (S)-3-(4-((S)-4-(3-acetamido-5-fluorobenzoyl)-2-methylpiperazine-1-carbonyl)-2-cyclohexylphenoxy)pyrrolidine-1-carboxylate C(C)(=O)NC=1C=C(C(=O)N2C[C@@H](N(CC2)C(=O)C2=CC(=C(O[C@@H]3CN(CC3)C(=O)OC(C)(C)C)C=C2)C2CCCCC2)C)C=C(C1)F